L-3,5-bis(trifluoromethyl)phenyl-magnesium bromide FC(C=1C=C(C=C(C1)C(F)(F)F)[Mg]Br)(F)F